tert-butyl N-[2-[2-[2-[2-(2-aminoethoxy) ethoxy]ethoxy]ethoxy]ethyl]carbamate NCCOCCOCCOCCOCCNC(OC(C)(C)C)=O